FC1(CCN(CC1)C1=NC=2C(=CC(=CC2C2=C1C=CS2)C)C(C)NC2=C(C(=O)O)C=CC=C2)F 2-((1-(4-(4,4-difluoropiperidin-1-yl)-8-methylthieno[3,2-c]quinolin-6-yl)ethyl)amino)benzoic acid